OCCC1=C(C=CC2=CC=CC=C12)O (2-hydroxyethyl)-2-naphthol